COC(=O)N1CC2=C(CC1)N=C(N2)C2=C(C=C(C(=C2)C(=O)N2CCC(CC2)C2=CC=C(C=C2)C#N)CC)C2CC2 (5-(4-(4-cyanophenyl)piperidine-1-carbonyl)-2-cyclopropyl-4-ethylphenyl)-6,7-dihydro-3H-imidazo[4,5-c]Pyridine-5(4H)-carboxylic acid methyl ester